6-(pyridin-2-yl)-1,3,5-triazine-2,4(1H,3H)-dione N1=C(C=CC=C1)C1=NC(NC(N1)=O)=O